(R)-1-Methoxy-2-propylamine COC[C@@H](C)N